S(=O)(=O)(O)[Se]S(=O)(=O)O.[Nb] niobium sulfoselenide